C(C)(=O)O[C@@H]1C[C@H](N(C1)C(CCC(=O)O)=O)COC(C)=O 4-((2S,4R)-4-acetoxy-2-(acetoxymethyl)pyrrolidin-1-yl)-4-oxobutanoic acid